(3-acetyl-6-amino-5-(2,3-dichlorophenyl)pyrazin-2-yl)-1,3-dihydrospiro[indene-2,4'-piperidine] C(C)(=O)C=1C(=NC(=C(N1)C1=C(C(=CC=C1)Cl)Cl)N)N1CCC2(CC1)CC1=CC=CC=C1C2